FC(C1=NN(C(C=2N1C1=C(C2)SC=N1)=O)CC(=O)NC1=NC=C(C=N1)F)F 2-(5-(difluoromethyl)-8-oxothiazolo[5',4':4,5]pyrrolo[1,2-d][1,2,4]triazin-7(8H)-yl)-N-(5-fluoropyrimidin-2-yl)acetamide